6,6'-(6-phenyl-1,3,5-triazine-2,4-diyl)bis(3-phenyl-9H-carbazole-9-carbonitrile) C1(=CC=CC=C1)C1=NC(=NC(=N1)C=1C=C2C=3C=C(C=CC3N(C2=CC1)C#N)C1=CC=CC=C1)C=1C=C2C=3C=C(C=CC3N(C2=CC1)C#N)C1=CC=CC=C1